FC(C(=O)O)(F)F.O=C1NC(CC[C@@H]1NC1=CC=C(C=C1)C1CCN(CC1)CC(=O)O)=O 2-[4-[4-[[(3S)-2,6-dioxo-3-piperidinyl]amino]phenyl]-1-piperidinyl]acetic acid trifluoroacetate